N-[(6-Amino-2-pyridyl)sulfonyl]-6-(6-isopropoxy-3-pyridyl)-2-spiro[1H-isobenzofuran-3,4'-piperidin]-1'-ylpyridin-3-carboxamid NC1=CC=CC(=N1)S(=O)(=O)NC(=O)C=1C(=NC(=CC1)C=1C=NC(=CC1)OC(C)C)N1CCC2(CC1)OCC1=CC=CC=C12